3-propyl-4-chloromethylpyrrole C(CC)C1=CNC=C1CCl